C(=O)C=1C=NN(C1)CCC(=O)O 3-(4-formylpyrazol-1-yl)propanoic acid